C(C1=CC=CC=C1)N1C[C@@H](N(CC1)C1=CC=C(C=C1)OC)COC=1C=C(C(=O)N)C=CC1 |r| (+/-)-3-{[4-benzyl-1-(4-methoxyphenyl)piperazin-2-yl]methoxy}benzamide